Cl.COC(=O)C=1SC=C(C1NC(C(C)NCCC)=O)C 4-methyl-3-(2-[propylamino]propionylamino)-2-thiophenecarboxylic acid methyl ester hydrochloride